methyl 3-[cyclopropyl(difluoro)meth-yl]-5-(trifluoromethyl)benzoate C1(CC1)C(C=1C=C(C(=O)OC)C=C(C1)C(F)(F)F)(F)F